3-((5-bromo-3-methylpyrazin-2-yl)oxy)-2-methylpyrrolidine-1-carboxylate BrC=1N=C(C(=NC1)OC1C(N(CC1)C(=O)[O-])C)C